ClC1=C(C=CC=C1)CC(=O)NC1CN(C(C1)=O)C1=CC=C(C=C1)C 2-(2-chlorophenyl)-N-[1-(4-methylphenyl)-5-oxopyrrolidin-3-yl]acetamide